Ammonium peroxomonosulfate S(=O)(=O)(O[O-])[O-].[NH4+].[NH4+]